1-eicosanoyl-2-(6Z,9Z,12Z,15Z-octadecatetraenoyl)-glycero-3-phosphocholine CCCCCCCCCCCCCCCCCCCC(=O)OC[C@H](COP(=O)([O-])OCC[N+](C)(C)C)OC(=O)CCCC/C=C\C/C=C\C/C=C\C/C=C\CC